N1(CCC1)CC1=C(C2=C(C=CC(=NO2)O)C=C1)O 8-(azetidin-1-ylmethyl)-3,9-dihydroxybenzo[5,6]oxazepin